ClC=1C(=NC(=NC1)NC1CCOCC1)C1=CC=C2CN(C(C2=C1)=O)CC(=O)N1C(CCCC1)(C)C 6-{5-chloro-2-[(oxacyclohex-4-yl)amino]pyrimidin-4-yl}-2-[2-(2,2-dimethylpiperidin-1-yl)-2-oxoethyl]-2,3-dihydro-1H-isoindol-1-one